C(#N)CC[C@H](NC(=O)N1CC2=CC=CC(=C2CC1)C1=CC=C(C=C1)C(F)(F)F)C=1C=C(C(=O)OC)C=CC1 methyl (S)-3-(cyano-1-(5-(4-(trifluoromethyl)phenyl)-1,2,3,4-tetrahydroisoquinoline-2-carboxamido)propyl)benzoate